ClC=1C=C(C=C(C1)B1OC(C(O1)(C)C)(C)C)[C@H]1N(CCNC1)C(=O)OC(C)(C)C tert-butyl (R)-2-(3-chloro-5-(4,4,5,5-tetramethyl-1,3,2-dioxaborolan-2-yl)phenyl)-piperazine-1-carboxylate